CC1=NC(=CC(=C1)C=1NC2=CC=C(C=C2C1C(C)C)C1CCN(CC1)C(CC)CC)C 2-(2,6-dimethylpyridin-4-yl)-3-isopropyl-5-(1-(pent-3-yl)piperidin-4-yl)-1H-indole